C(C)C1=C(OC2=C1C=C(C=C2Br)Cl)C ethyl-7-bromo-5-chloro-2-methylbenzofuran